aluminum chlorohydroxy chloride ClOCl.[Al]